C(C1=CC=CC=C1)(=O)C1=CC=C(C=C1)SC1=CC=C(C=C1)C(C(C)(S(=O)(=O)C1=CC=C(C=C1)C)C)=O 1-[4-(4-benzoylphenylthio)phenyl]-2-methyl-2-(4-methylphenyl-sulphonyl)propan-1-one